OC1C(CC(CC1)O)O 1,2,4-trihydroxycyclohexane